6-Bromopyrrolo[1,2-b]pyridazin-4-yl triflate O(S(=O)(=O)C(F)(F)F)C=1C=2N(N=CC1)C=C(C2)Br